acetyl-arginyl-phenylglycyl-phenylglycine C(C)(=O)N[C@@H](CCCNC(N)=N)C(=O)NC(C1=CC=CC=C1)C(=O)NC(C1=CC=CC=C1)C(=O)O